C(N)(=O)[C@H]1N2C(N([C@@H](C=C1C)C2)OC(C(=O)OCCOC)F)=O |&1:7| 2-methoxyethyl {[(2S,SR)-2-carbamoyl-3-methyl-7-oxo-1,6-diazabicyclo[3.2.1]oct-3-en-6-yl]oxy}(fluoro)acetate